Cl.NCC1=CC=C(S1)C(=N)N 5-(aminomethyl)thiophene-2-carboxamidine hydrochloride